N-[(5-phenyl-1,3,4-thiadiazol-2-yl)methyl]-5,6-dihydro-4H-pyrrolo[1,2-b]pyrazole-2-carboxamide C1(=CC=CC=C1)C1=NN=C(S1)CNC(=O)C=1C=C2N(N1)CCC2